8'-Bromo-7'-fluoro-1-(4-(methoxymethyl)phenyl)-3'-methylspiro[azetidine-3,1'-pyrrolo[2,3-c]quinolin]-2'(3'H)-one BrC1=CC=2C3=C(C=NC2C=C1F)N(C(C31CN(C1)C1=CC=C(C=C1)COC)=O)C